(+)-(4aR,8aS)-6-[3-[4-[(5-Fluoro-3-pyridyl)oxy]phenyl]azetidine-1-carbonyl]-4,4a,5,7,8,8a-hexahydropyrido[4,3-b][1,4]oxazin-3-one FC=1C=C(C=NC1)OC1=CC=C(C=C1)C1CN(C1)C(=O)N1C[C@@H]2[C@@H](OCC(N2)=O)CC1